NC1=NC=CC(=N1)C=1C=C(C=CC1O)C1=C(C=C(C=C1)NC(=O)C=1C(N(C=C(C1)Br)C1=CC=C(C=C1)F)=O)F N-(3'-(2-aminopyrimidin-4-yl)-2-fluoro-4'-hydroxyl-[1,1'-biphenyl]-4-yl)-5-bromo-1-(4-fluorophenyl)-2-oxo-1,2-dihydropyridine-3-Carboxamide